C(C1=CC=CC=C1)OC=1C(=C(C=CC1)[C@H](CBr)O)F (R)-1-(3-(benzyloxy)-2-fluorophenyl)-2-bromoethan-1-ol